1-(2-((3R,5R,8S,9S,10S,13S,14S,17S)-3-(ethoxymethyl)-10-ethyl-3-hydroxy-13-methylhexadecahydro-1H-cyclopenta[a]phenanthren-17-yl)-2-oxoethyl)-1H-pyrazole-3-carbonitrile C(C)OC[C@]1(CC[C@@]2([C@H]3CC[C@@]4([C@H](CC[C@H]4[C@@H]3CC[C@@H]2C1)C(CN1N=C(C=C1)C#N)=O)C)CC)O